phthalic acid divinylester C(=C)OC(C=1C(C(=O)OC=C)=CC=CC1)=O